ClC1=CC=C(OC2=C(C=C(C=C2F)S(=O)(=O)N2C3(CN(CC2CC3)S(=O)(=O)CCN3CCOCC3)C(=O)NO)F)C=C1 8-((4-(4-chloro-phenoxy)-3,5-difluoro-phenyl)-sulfonyl)-N-hydroxy-3-((2-morpholino-ethyl)sulfonyl)-3,8-diazabicyclo-[3.2.1]octane-1-carboxamide